FC1=C(C=C(CC2=NNC(C3=CC=CC=C23)=O)C=C1)P1(CCN(CC1)C1=NC=CC=C1[C@@H](C)O)=O |r| (±)-4-(4-fluoro-3-(4-oxido-1-(3-(1-hydroxyethyl)pyridin-2-yl)-1,4-azaphosphinan-4-yl)benzyl)phthalazin-1(2H)-one